C1(CC=C(\C=C\C)C=C1)OC (E)-dihydroanethole